Bis(4-aminophenyl)1,4-butanedioic acid bis(4-aminophenyl) ester NC1=CC=C(C=C1)OC(C(C(C(=O)OC1=CC=C(C=C1)N)C1=CC=C(C=C1)N)C1=CC=C(C=C1)N)=O